C(#N)C1=NC=2C3=NC(=C(N=C3C3=NC(=C(N=C3C2N=C1C#N)C#N)C#N)C#N)C#N 2,3,6,7,10,11-hexacyano-1,4,5,8,9,12-hexaAzatriphenylene